2,3-Dimethoxyprop-1-ene COC(=C)COC